1-Naphthylammonium chloride [Cl-].C1(=CC=CC2=CC=CC=C12)[NH3+]